COC(=O)C1=NC=C(C=C1)C(=O)O pyridine-2,5-dicarboxylic acid 2-methyl ester